C(CCC)[NH-].[Li+] lithium butylamide